[N+](=O)([O-])C1OC=CC(=C1OC(C)=O)OC(C)=O (3S,4S)-2-nitro-3,4-diacetoxypyran